5-(8-(4-fluoropiperidine-1-carbonyl)-2,3-dimethoxy-5-oxo-1,6-naphthyridine-6(5H)-yl)-1-methyl-1H-indole-2-carboxamide FC1CCN(CC1)C(=O)C1=CN(C(C=2C=C(C(=NC12)OC)OC)=O)C=1C=C2C=C(N(C2=CC1)C)C(=O)N